α-sulfoglycolic acid S(=O)(=O)(O)C(C(=O)O)O